CC=1C(=NON1)C(CNC(OC(C)(C)C)=O)=O.[C].[Ti] Titanium carbon tert-butyl [2-(4-methyl-1,2,5-oxadiazol-3-yl)-2-oxoethyl]carbamate